ethyl 2-(4,4-difluoro-3-vinylpiperidin-1-yl)-6-methylpyrimidine-4-carboxylate FC1(C(CN(CC1)C1=NC(=CC(=N1)C(=O)OCC)C)C=C)F